4-([1,4'-bipiperidine]-1'-yl)-2-acetyl-1,2-dihydrophthalazine-1-carbonitrile N1(CCCCC1)C1CCN(CC1)C1=NN(C(C2=CC=CC=C12)C#N)C(C)=O